5-(tert-butyl)-N-(4-(2-(cyclopropanecarboxamido)pyridin-4-yl)-5-fluoro-2-methylbenzyl)-1,2,4-oxadiazole-3-carboxamide C(C)(C)(C)C1=NC(=NO1)C(=O)NCC1=C(C=C(C(=C1)F)C1=CC(=NC=C1)NC(=O)C1CC1)C